N1-((R)-1-((3S,8S,9S,10R,13S,14S,17S)-3-hydroxy-10,13-dimethyl-2,3,4,7,8,9,10,11,12,13,14,15,16,17-tetradecahydro-1H-cyclopenta[a]phenanthren-17-yl)ethyl)-N2,N2-dimethyloxalamide O[C@H]1CC[C@@]2([C@H]3CC[C@@]4([C@H](CC[C@H]4[C@@H]3CC=C2C1)[C@@H](C)NC(C(=O)N(C)C)=O)C)C